ClC1=CC=C(N=N1)N1C[C@H](OCC1)CO [(2S)-4-(6-chloropyridazin-3-yl)morpholin-2-yl]methanol